1-(tert-butyl) 2-methyl (S)-2,5-dihydro-1H-pyrrole-1,2-dicarboxylate N1([C@@H](C=CC1)C(=O)OC)C(=O)OC(C)(C)C